NC(C(C(=O)OCC)(C)CC1CC(C1)(F)F)=O ethyl 3-amino-2-((3,3-difluorocyclobutyl) methyl)-2-methyl-3-oxopropanoate